BrC1=C(C=CC=2NC=NC21)NC=2N(CCN2)C(=O)OCOC([C@H]([C@H](COC(C)=O)CC2=CN=CN2C)CC)=O (((2S,3R)-4-acetoxy-2-ethyl-3-((1-methyl-1H-imidazol-5-yl)methyl)butanoyl)oxy)methyl 2-((4-bromo-1H-benzo[d]imidazol-5-yl)amino)-4,5-dihydro-1H-imidazole-1-carboxylate